FC1(CC(C1)CN1CC2=CC=CC(=C2C1=O)NC(C1=C(C=C(C=C1)NS(=O)(=O)CCO)N1CCC2(CC2)CC1)=O)F N-(2-((3,3-difluorocyclobutyl)methyl)-3-oxoisoindolin-4-yl)-4-((2-hydroxyethyl)sulfonamido)-2-(6-azaspiro[2.5]octan-6-yl)benzamide